BrC=1C(N(C2=CC=C(C=C2C1N[C@@H](C)CCO)[N+](=O)[O-])C)=O (S)-3-bromo-4-((4-hydroxybut-2-yl)amino)-1-methyl-6-nitroquinolin-2(1H)-one